OC=1C=C2C3(C(NC2=C(C1)C)=O)CCC3 5'-hydroxy-7'-methylspiro[cyclobutane-1,3'-indolin]-2'-one